FC(C=1C=C(C=CC1F)C=1C=C2C(=NC1)C=NN2CC(=O)N2CC(C2)(CF)F)F 2-[6-[3-(Difluoromethyl)-4-fluoro-phenyl]pyrazolo[4,3-b]pyridin-1-yl]-1-[3-fluoro-3-(fluoromethyl)azetidin-1-yl]ethanone